ClC1=CC=C2C(N(C(=NC2=C1)C1C(N(CCC1)C)CCNC(OCC1=CC=CC=C1)=O)CC(C)(C)C)=O benzyl (2-(3-(7-chloro-3-neopentyl-4-oxo-3,4-dihydroquinazolin-2-yl)-1-methylpiperidin-2-yl)ethyl)carbamate